Methyl 3-(3,3-difluorocyclobutyl)-4-iodo-1H-pyrazole-5-carboxylate FC1(CC(C1)C1=NNC(=C1I)C(=O)OC)F